NC=1C=2N(C=CN1)C(=NC2C2=C(C=C(C(=O)NC1=NC=CC=C1)C=C2)C)[C@H]2N(CCCC2)C(=O)C2=NC(=NC=C2)Cl 4-(8-amino-3-((S)-1-(2-chloropyrimidine-4-carbonyl)piperidin-2-yl)imidazo[1,5-a]pyrazin-1-yl)-3-methyl-N-(pyridin-2-yl)benzamide